NC1=C(C2=C(S1)C(=CC=C2C2=C(C=C1C(=NC(=NC1=C2F)OCC=2N(CCC2)C)N(C)[C@H](C)C=2C(=NC=CC2)N)Cl)F)C#N (R)-2-amino-4-(4-(((R)-1-(2-aminopyridin-3-yl)ethyl)(methyl)amino)-6-chloro-8-fluoro-2-(((S)-1-methylpyrrolin-2-yl)methoxy)quinazolin-7-yl)-7-fluorobenzo[b]thiophene-3-carbonitrile